CC(C#CC=1C=C2C=NN(C2=CC1C=O)C1OCCCC1)C 5-(3-methylbut-1-yn-1-yl)-1-(tetrahydro-2H-pyran-2-yl)-1H-indazole-6-carbaldehyde